BrC=1C=C2C(=C(C(NC2=NC1)=O)C(=O)OCC)O ethyl 6-bromo-4-hydroxy-2-oxo-1,2-dihydro-1,8-naphthyridine-3-carboxylate